1-(2-amino-5-fluorophenyl)ethane methyl-2-(methylthio)-4-octylbenzoate COC(C1=C(C=C(C=C1)CCCCCCCC)SC)=O.NC1=C(C=C(C=C1)F)CC